N1N=NN=C1C1=C(C=CC=C1)NC(=O)C1=CC(=C(C(=O)OCC)C=C1OC(C)=O)OC(C)=O Ethyl 4-(2-(1H-tetrazol-5-yl) phenylaminocarbonyl)-2,5-diacetoxybenzoate